C(C1=CC=CC=C1)SC1=CC=C(C=C1)NC[C@H](CC1=CC=CC=C1)NC(C1=CC=C(C=C1)F)=O (S)-N-(1-(4-(benzylthio)phenylamino)-3-phenylpropan-2-yl)4-fluorobenzamide